5-(2,5-dimethylphenoxy)-N-(2-(4-hydroxyphenyl)-2-oxoethyl)-2,2-dimethylpentanamide CC1=C(OCCCC(C(=O)NCC(=O)C2=CC=C(C=C2)O)(C)C)C=C(C=C1)C